β-Methyl-valerolacton CC1CC(=O)OCC1